NC1=C2C(=NC=N1)N(N=C2C2=CC=C1C(=NNC1=C2)CC)C(C)C=2OC1=CC=CC=C1C(C2C2=CC(=CC=C2)F)=O 2-(1-(4-Amino-3-(3-ethyl-1H-indazol-6-yl)-1H-pyrazolo[3,4-d]pyrimidin-1-yl)ethyl)-3-(3-Fluorophenyl)-4H-chromen-4-one